CN1C(=CC=2C(=NC(=CC21)C2=C(C=C(C=C2)C2(CCN(CC2)C(C)C)O)F)C)C2=CC=C(C=C2)S(=O)(=O)C 4-(4-(1,4-dimethyl-2-(4-(methylsulfonyl)phenyl)-1H-pyrrolo[3,2-c]pyridin-6-yl)-3-fluorophenyl)-1-isopropylpiperidin-4-ol